C(C)(=O)C1=CC=C(C(=O)OC2CN(C2)C=2N=C(C3=C(N2)CC[S+]3[O-])N(C3CCOCC3)C)C=C1 [1-[4-[methyl(tetra-hydropyran-4-yl)amino]-5-oxido-6,7-dihydro-thieno[3,2-d]pyrimidin-5-ium-2-yl]azetidin-3-yl] 4-acetylbenzoate